6-(6-aminopyridin-3-yl)-3-butylquinazolin-4(3H)-one NC1=CC=C(C=N1)C=1C=C2C(N(C=NC2=CC1)CCCC)=O